CS(=O)C1=CC(=NC2=CC=CC=C12)COC1=CC=C(C=C1)C1=NNC=C1C1=CC=NC=C1 4-Methylsulfinyl-2-[[4-[4-(4-pyridyl)-1H-pyrazol-3-yl]phenoxy]methyl]quinoline